7'-fluoro-2,5-dioxo-2',3'-dihydrospiro[imidazolidine-4,1'-indene]-4'-carboxylic acid FC1=CC=C(C=2CCC3(C12)NC(NC3=O)=O)C(=O)O